1-(2-chloro-5-(1-(difluoromethyl)-1H-pyrazol-3-yl)pyridin-4-yl)-N3-(2-fluoroethyl)cyclohexane-1,3-diamine ClC1=NC=C(C(=C1)C1(CC(CCC1)NCCF)N)C1=NN(C=C1)C(F)F